N1N=CC=C1C(=O)O.BrC=1C=C(C=CC1)C1(CC(C1)C)C(=O)OC methyl (1r,3r)-1-(3-bromophenyl)-3-methylcyclobutanecarboxylate pyrazole-5(1H)-carboxylate